FC=1C=C2C(CCOC2=C(C1O[C@@H](C1=CC=NC=C1)C1=CC=C(C=C1)S(=O)(=O)C)C)=O (R,S)-6-fluoro-8-methyl-7-((4-(methylsulfonyl)phenyl)(pyridin-4-yl)methoxy)chroman-4-one